N1=C(C=CC2=CC=CC=C12)C1OC2(OC1)CCNCC2 quinolin-2-yl-1,4-dioxa-8-azaspiro[4.5]Decane